C(C(=C)C)(=O)O[C@@H]1CC2=CC[C@H]3[C@@H]4CC[C@H]([C@@H](CCCC(CC5=C(C=C(C=C5)Cl)Cl)C)C)[C@]4(CC[C@@H]3[C@]2(CC1)C)C (2,4-dichlorophenyl)cholesterol methacrylate